OC1=C(C=CC=C1)C1=CC(=CN=N1)N1CCC(CC1)(C1=CC=CC=C1)C(=O)N1CCNC(CC1)C(F)(F)F (1-(6-(2-hydroxyphenyl)pyridazin-4-yl)-4-phenylpiperidin-4-yl)(5-(trifluoromethyl)-1,4-diazepan-1-yl)methanone